Tributylammonium tetrakis(phenyl)borat C1(=CC=CC=C1)[B-](C1=CC=CC=C1)(C1=CC=CC=C1)C1=CC=CC=C1.C(CCC)[NH+](CCCC)CCCC